5-ethyl-5-methyloxolan-2-one C(C)C1(CCC(O1)=O)C